ClC=1C=NC=C(C1NC(C1=C(N=C(C(=C1)F)N1N=C(N(C1=O)CC)CO)O[C@H](C(F)(F)F)C)=O)F (S)-N-(3-Chloro-5-fluoropyridin-4-yl)-6-(4-ethyl-3-(hydroxymethyl)-5-oxo-4,5-dihydro-1H-1,2,4-triazol-1-yl)-5-fluoro-2-((1,1,1-trifluoropropan-2-yl)oxy)nicotinamide